(1,2-Diethylbutyl)(1-heptylnonyl)phosphinic acid C(C)C(C(CC)CC)P(O)(=O)C(CCCCCCCC)CCCCCCC